6-(5-methyl-1,3-thiazol-2-yl)-3-{2-[(piperidin-3-yl)amino]-5-(trifluoromethyl)pyrimidin-4-yl}-1H,6H,7H-pyrrolo[2,3-c]pyridin-7-one CC1=CN=C(S1)N1C(C2=C(C=C1)C(=CN2)C2=NC(=NC=C2C(F)(F)F)NC2CNCCC2)=O